BrC1=CC=CC=2NC(NC21)=O 4-bromo-1,3-dihydro-1,3-benzodiazol-2-one